ClC1=CC=CC=2SC(=C(C21)C=O)C(=O)OCC ethyl 4-chloro-3-formylbenzo[b]thiophene-2-carboxylate